FC=1C=C(NC2=NC=C(C(=N2)N[C@H](CO)C2=CC=CC=C2)C=2SC(=NN2)C)C=CC1S(=O)(=O)C (2S)-2-[[2-(3-fluoro-4-methylsulfonyl-anilino)-5-(5-methyl-1,3,4-thiadiazol-2-yl)pyrimidin-4-yl]amino]-2-phenyl-ethanol